P1=CC=CC2=CC=CC=C12 Phosphinoline